2-{4-[5-Amino-6-(4-morpholin-4-yl-butyl)-pyrazin-2-yl]-benzylamino}-5-cyano-N-[(S)-1-(4-fluoro-phenyl)-ethyl]-nicotinamide NC=1N=CC(=NC1CCCCN1CCOCC1)C1=CC=C(CNC2=C(C(=O)N[C@@H](C)C3=CC=C(C=C3)F)C=C(C=N2)C#N)C=C1